OC[C@H]1N(C[C@@H]([C@H]([C@@H]1O)O)O)C[C@@H]1CN(CCC1)C=1C(=NC=CC1)C(F)(F)F (2R,3R,4R,5S)-2-(hydroxymethyl)-1-(((R)-1-(2-(trifluoromethyl)pyridin-3-yl)piperidin-3-yl)methyl)piperidine-3,4,5-triol